N-methyl-cyclopentylalanine CN([C@@H](C)C(=O)O)C1CCCC1